COC1=C2CCCC2=CC(=C1S(=O)(=O)Cl)OC 4,6-dimethoxy-2,3-dihydro-1H-indene-5-sulfonyl chloride